BrC=1N=C(NC1C1=C(C(=CC=C1)F)F)C1=NC=C(C=C1)F 2-(4-Bromo-5-(2,3-difluorophenyl)-1H-imidazol-2-yl)-5-fluoropyridine